OCC1=CC=C2CC(C(C2=C1)=O)C1C(N(C(CC1)=O)COCC[Si](C)(C)C)=O 3-(6-(hydroxymethyl)-1-oxo-2,3-dihydro-1H-inden-2-yl)-1-((2-(trimethylsilyl)ethoxy)methyl)piperidine-2,6-dione